N1=C(N)N=C(N)N=C1N cyanurotriamide